Cl.O1CCC(=CC1)C=1C=CC(=C(C1)CN(C)C)B1OC(C(O1)(C)C)(C)C 1-(5-(3,6-Dihydro-2H-pyran-4-yl)-2-(4,4,5,5-tetramethyl-1,3,2-dioxaborolan-2-yl)phenyl)-N,N-dimethylmethanamine, Hydrochloride